(S)-N-(4-(1-methoxyethyl)-6-methyl-1,5-Naphthyridin-3-yl)-N'-(6-(2H-1,2,3-triazol-2-yl)-5-(trifluoromethyl)pyridin-3-yl)urea CO[C@@H](C)C1=C(C=NC2=CC=C(N=C12)C)NC(=O)NC=1C=NC(=C(C1)C(F)(F)F)N1N=CC=N1